sodium zinc calcium ferric sulfate phosphate P(=O)([O-])([O-])[O-].S(=O)(=O)([O-])[O-].[Fe+3].[Ca+2].[Zn+2].[Na+]